N1(N=NN=C1)C[C@H](C)OC1=C(C#N)C=CC(=C1)C=1C=NC(=NC1)NC=1C(=NN(C1)C1CCC(CC1)N1CCOCC1)OCC1(CCC1)O 2-(((S)-1-(1H-tetrazol-1-yl)propan-2-yl)oxy)-4-(2-((3-((1-hydroxycyclobutyl)methoxy)-1-((1r,4r)-4-morpholinocyclohexyl)-1H-pyrazol-4-yl)amino)pyrimidin-5-yl)benzonitrile